(R)-N-(1-(5-amino-2-fluoro-3-methylphenyl)ethyl)-2-methyl-6-(piperazin-1-yl)quinolin-4-amine dihydrochloride Cl.Cl.NC=1C=C(C(=C(C1)[C@@H](C)NC1=CC(=NC2=CC=C(C=C12)N1CCNCC1)C)F)C